CC1(OC2=C(C(C1)C1=CC=CC=C1)C=CC(=C2)O)C 2,2-Dimethyl-4-phenyl-3,4-dihydro-2H-1-benzopyran-7-ol